4-((1R,5S)-3,8-diazabicyclo[3.2.1]octan-3-yl)-7-(8-chloronaphthalen-1-yl)-2-(((S)-1-methylpyrrolidin-2-yl)methoxy)-5,6,7,8-tetrahydropyrido[3,4-d]pyrimidine [C@H]12CN(C[C@H](CC1)N2)C=2C1=C(N=C(N2)OC[C@H]2N(CCC2)C)CN(CC1)C1=CC=CC2=CC=CC(=C12)Cl